BrC=1C=C(C(=NC1)OC1=CC(=C(C=C1)C1=NN=NN1)F)F 5-bromo-3-fluoro-2-(3-fluoro-4-(1H-tetrazol-5-yl)phenoxy)pyridine